(R)-5-(4-(2-(3,5-difluorophenyl)-2-hydroxyacetamido)-2-methylphenyl)-N-isopropylnicotinamide FC=1C=C(C=C(C1)F)[C@H](C(=O)NC1=CC(=C(C=C1)C=1C=NC=C(C(=O)NC(C)C)C1)C)O